3-bromo-5'-chloro-1,1':2',1''-terphenyl BrC=1C=C(C=CC1)C=1C(=CC=C(C1)Cl)C1=CC=CC=C1